F[C@H]1CNCC[C@H]1NC1=C2C=C(N(C2=CC=C1)CC(F)(F)F)C#CCNC1=C(C=C(C=C1)S(=O)(=O)N)OC 4-{[3-(4-{[(3S,4R)-3-fluoropiperidin-4-yl]amino}-1-(2,2,2-trifluoroethyl)-1H-indol-2-yl)prop-2-yn-1-yl]amino}-3-methoxybenzene-1-sulfonamide